3-nitro-1,2,4-triazole-5-one ammonium salt monohydrate O.[NH4+].[N+](=O)([O-])C=1N=NC(N1)=O